FC(OC1=C(C=CC=C1)S(=O)(=O)N)(F)F (trifluoromethoxy)benzene-1-sulfonamide